3-bromo-6-fluoro-2-methoxy-5-methylbenzaldehyde BrC=1C(=C(C=O)C(=C(C1)C)F)OC